C=C1CN2C[C@H]3[C@@H](C2C1)C3 (1aR,6bS)-5-methylenehexahydrocyclopropa[a]pyrrolizin